CCOCCOCCN 2-[2-(2-ethoxy)-ethoxy]-ethylamine